Cl.C12OCC(NC1)C2 2-oxa-5-aza-bicyclo[2.2.1]heptane hydrochloride